C(C)(C)(C)OC(=O)N(C1=CC(=NC=2N1N=CC2C2CC2)N[C@@H]2CN(CCC2)C(=O)OC(C)(C)C)C2=CC(=CC=C2)CC(F)(F)F Tert-Butyl (S)-3-((7-((tert-butoxycarbonyl)(3-trifluoroethylphenyl)amino)-3-cyclopropylpyrazolo[1,5-a]pyrimidin-5-yl)amino)piperidine-1-carboxylate